5-bromobenzo[d]isothiazol-3(2H)-one 1,1-dioxide BrC=1C=CC2=C(C(NS2(=O)=O)=O)C1